F[C@@H]1C[C@H](CN(C1)C)NC=1N=NC(=C2C1C=NC=C2)C2=C(C=C(C=C2)F)OC N-((3R,5R)-5-fluoro-1-methylpiperidin-3-yl)-1-(4-fluoro-2-methoxyphenyl)pyrido[3,4-d]pyridazin-4-amine